2-(4-chloro-3-fluorophenoxy)-N-(3-{2-[(1-methyl-1H-pyrazol-3-yl)oxy]acetamido}bicyclo[1.1.1]pentan-1-yl)acetamide ClC1=C(C=C(OCC(=O)NC23CC(C2)(C3)NC(COC3=NN(C=C3)C)=O)C=C1)F